COC1=C2C=CC(OC2=CC=C1C(=O)NC1=CC=C2C(=NN(C2=C1)CCOC)C)(C)C 5-Methoxy-N-(1-(2-methoxyethyl)-3-methyl-1H-indazol-6-yl)-2,2-dimethyl-2H-chromen-6-carboxamide